C(C)C1(OC2=CC=C(C=C2[C@@H](C1)N1C(NC(CC1=O)(C)C)=N)C(=O)N[C@H]1[C@@H](CC2=CC=CC=C12)O)CC (R)-2,2-diethyl-N-((1R,2R)-2-hydroxy-2,3-dihydro-1H-inden-1-yl)-4-(2-imino-4,4-dimethyl-6-oxotetrahydropyrimidin-1(2H)-yl)chromane-6-carboxamide